FC=1C=C(OC2=NC=C(C=N2)[N+](=O)[O-])C=CC1 2-(3-fluorophenoxy)-5-nitropyrimidine